1,1,1-trifluoropropan-2-one FC(C(C)=O)(F)F